1-(4-(7-(Benzyloxy)-3-(3,6-dihydro-2H-pyran-4-yl)-2H-chromen-4-yl)-2-fluorophenyl)-4-(dimethoxymethyl)piperidine C(C1=CC=CC=C1)OC1=CC=C2C(=C(COC2=C1)C=1CCOCC1)C1=CC(=C(C=C1)N1CCC(CC1)C(OC)OC)F